2-((1R,2R)-2-aminocyclohexyl)-5-chloro-3-ethynyl-N-(2-fluorobenzyl)thieno[3,2-b]pyridin-7-amine N[C@H]1[C@@H](CCCC1)C1=C(C2=NC(=CC(=C2S1)NCC1=C(C=CC=C1)F)Cl)C#C